methyl 2-[tert-butoxycarbonyl-[4-[tert-butyl(dimethyl)silyl]oxy-5-morpholino-pentyl]amino]thiazole-4-carboxylate C(C)(C)(C)OC(=O)N(C=1SC=C(N1)C(=O)OC)CCCC(CN1CCOCC1)O[Si](C)(C)C(C)(C)C